2,2'-[(2,5-bis(2-hexyldecyl)-3,6-dioxo-2,3,5,6-tetrahydropyrrolo[3,4-c]pyrrol-1,4-diyl)dithiophen] C(CCCCC)C(CN1C(=C2C(N(C(=C2C1=O)C=1SC=CC1)CC(CCCCCCCC)CCCCCC)=O)C=1SC=CC1)CCCCCCCC